N1-(2-Chloro-5-fluoro-4-((thiazol-2-ylmethyl)sulfonyl)phenyl)-N4-((S)-pyrrolidin-2-ylmethyl)pentan-1,4-diamin ClC1=C(C=C(C(=C1)S(=O)(=O)CC=1SC=CN1)F)NCCCC(C)NC[C@H]1NCCC1